(2R)-1-[(4aR,8aS)-3,4,4a,5,6,7,8,8a-octahydro-2H-quinolin-1-yl]-3-[benzyl(methyl)amino]-2-[[4-(cyclopropoxy)phenyl]methyl-cyclopropyl-amino]propan-1-one N1(CCC[C@H]2CCCC[C@H]12)C([C@@H](CN(C)CC1=CC=CC=C1)N(C1CC1)CC1=CC=C(C=C1)OC1CC1)=O